C(C)C1=CC=C(C=C1)C#CC1=C(C=CC=C1)CC#N 2-(2-((4-ethylphenyl)ethynyl)phenyl)acetonitrile